F[P-](F)(F)(F)(F)F.IC=1[N+](=CN(C1I)CCCC)C 4,5-diiodo-1-butyl-3-methylimidazolium hexafluorophosphate